N-(2-pyridylmethyl)-N'-(2-benzoxazolyl)-N'-(5,6,7,8-tetrahydro-8-quinolinyl)-1,4-xylylenediamine N1=C(C=CC=C1)CNCC1=CC=C(C=C1)CN(C1CCCC=2C=CC=NC12)C=1OC2=C(N1)C=CC=C2